NCCS(=O)(=O)C1=CC=C(N=N1)C1=C(C=C(C=C1)C(F)(F)F)O (6-((2-aminoethyl)sulfonyl)pyridazin-3-yl)-5-(trifluoromethyl)phenol